1-(4-(4-fluorobenzyl)-3-oxo-6-(3-oxopropyl)-3,4-dihydropyrazin-2-yl)piperidine-4-carboxamide FC1=CC=C(CN2C(C(=NC(=C2)CCC=O)N2CCC(CC2)C(=O)N)=O)C=C1